diethoxypentafluorocyclotriphosphazene C(C)ON1P(N(P(=NP1)(F)F)F)(F)(F)OCC